BrC1=CC(=C(C=2C=COC21)C)Cl 7-BROMO-5-CHLORO-4-METHYL-1-BENZOFURAN